CCCO 1-methyl-2-ethanol